C(CCCCCCCCCCCCCCCCCCCCCCCCCCCCC)[NH-] n-triacontyl-amide